5,6-dichloro-N-[4-(4-chlorothien-2-yl)-5-(4-cyclohexylpiperazin-1-yl)-1,3-thiazol-2-yl]pyridine-3-carboxamide ClC=1C=C(C=NC1Cl)C(=O)NC=1SC(=C(N1)C=1SC=C(C1)Cl)N1CCN(CC1)C1CCCCC1